5-(Azetidin-2-ylmethoxy)-N-(1-(7-ethynylquinolin-5-yl)cyclopropyl)-2-methylbenzamide N1C(CC1)COC=1C=CC(=C(C(=O)NC2(CC2)C2=C3C=CC=NC3=CC(=C2)C#C)C1)C